5-fluoro-N-(2-fluoro-6-methylphenyl)-4-(3-oxo[1,2,4]triazolo[4,3-a]pyridin-2(3H)-yl)-2-[(1S)-1-phenylethoxy]benzamide FC=1C(=CC(=C(C(=O)NC2=C(C=CC=C2C)F)C1)O[C@@H](C)C1=CC=CC=C1)N1N=C2N(C=CC=C2)C1=O